ONC(=O)C1=CC=NO1 N-hydroxyisoxazole-5-carboxamide